N-methyl-N-(((5-nitroquinolin-8-yl)oxy)carbonyl)glycine cyclopentyl ester C1(CCCC1)OC(CN(C(=O)OC=1C=CC(=C2C=CC=NC12)[N+](=O)[O-])C)=O